C[C@@H]1N([C@H](CC1)C)C(=O)O[C@H]1C[C@H](CC1)C1=CC(=NN1)NC(CC1=CC(=NO1)C)=O (1R,3S)-3-(3-{[(3-methyl-1,2-oxazol-5-yl)acetyl]amino}-1H-pyrazol-5-yl)cyclopentyl (2S,5S)-2,5-dimethylpyrrolidine-1-carboxylate